(R)-2-(6-cyano-1-(2-(2-ethoxy-5-fluorophenyl)-2-((tetrahydro-2H-pyran-4-yl)oxy)ethyl)-5-methyl-2,4-dioxo-1,2-dihydrothieno[2,3-d]pyrimidin-3(4H)-yl)-2-methylpropanoic acid C(#N)C1=C(C2=C(N(C(N(C2=O)C(C(=O)O)(C)C)=O)C[C@H](OC2CCOCC2)C2=C(C=CC(=C2)F)OCC)S1)C